(R)-2-(6-(5-chloro-2-((oxacyclohex-4-yl)amino)pyrimidin-4-yl)-1-oxoisoindolin-2-yl)-N-(1-(3-formylphenyl)ethyl)acetamide ClC=1C(=NC(=NC1)NC1CCOCC1)C1=CC=C2CN(C(C2=C1)=O)CC(=O)N[C@H](C)C1=CC(=CC=C1)C=O